FC1=CC=C(OC2=CC=C(C=C2)C=2N=C3N(NCCC3)C2C(=O)N)C=C1 2-(4-(4-fluorophenoxy)phenyl)-5,6,7,8-tetrahydroimidazo[1,2-b]pyridazine-3-carboxamide